C(C)[C@@]1(CC[C@@]2([C@H]3CC[C@@]4([C@H](CC[C@H]4[C@@H]3CC[C@H]2C1)[C@H](C)CC[C@](C(F)(F)F)(C)O)C)CC)O (3S,5S,8S,9S,10S,13R,14S,17R)-3,10-diethyl-13-methyl-17-((2R,5S)-6,6,6-trifluoro-5-hydroxy-5-methylhexan-2-yl)hexadecahydro-1H-cyclopenta[a]phenanthren-3-ol